3-(piperidin-4-yl)-5,7-dihydrothieno[3,4-b]pyridin-2(1H)-one hydrochloride Cl.N1CCC(CC1)C1=CC2=C(NC1=O)CSC2